tert-butyl 5-(5-amino-6-methyl-2,3-dihydrofuro[3,2-b]pyridin-7-yl)-3-[tert-butyl(dimethyl)silyl]oxy-2,3,4,7-tetrahydroazepine-1-carboxylate NC1=C(C(=C2C(=N1)CCO2)C=2CC(CN(CC2)C(=O)OC(C)(C)C)O[Si](C)(C)C(C)(C)C)C